O[C@H]1[C@@H]([C@@H]2[C@@H](OC[C@H](CC2)CCCC(=O)O)C1)\C=C\[C@H](COC1=CC=CC=C1)O 4-{(3S,5aR,6R,7R,8aS)-7-hydroxy-6-[(1E,3R)-3-hydroxy-4-phenoxy-1-buten-1-yl]octahydro-2H-cyclopenta(b)oxepin-3-yl}butanoic acid